N-(4-amino-1-hydroxy-4-oxobut-2-yl)-6-(4-chlorophenyl)-2-(3-fluorophenyl)-3-oxo-2,3-dihydropyridazine-4-carboxamide NC(CC(CO)NC(=O)C=1C(N(N=C(C1)C1=CC=C(C=C1)Cl)C1=CC(=CC=C1)F)=O)=O